CN1N=CC(=C1)C=1C=C(C=2N(C1)N=CC2)NC2C1CN(C(C2)C1)C(C=C)=O 1-(5-((6-(1-methyl-1H-pyrazol-4-yl)pyrazolo[1,5-a]pyridin-4-yl)amino)-2-azabicyclo[2.2.1]heptan-2-yl)prop-2-en-1-one